(S)-methyl (5-((2-amino-2,4-dimethyl pentyl)oxy)-5'-fluoro-6-methyl-[2,4'-bipyridin]-2'-yl)carbamate N[C@](COC=1C=CC(=NC1C)C1=CC(=NC=C1F)NC(OC)=O)(CC(C)C)C